5-(benzyloxymethyl)-7-bromo-4-methoxy-pyrrolo[3,2-d]pyrimidine C(C1=CC=CC=C1)OCN1C=C(C=2N=CN=C(C21)OC)Br